C1(=CC(=CC(=C1)CNCC1=C(C=CC=C1)O)CNCC1=C(C=CC=C1)O)C1=CC(=CC(=C1)CNCC1=C(C=CC=C1)O)CNCC1=C(C=CC=C1)O 2,2',2'',2'''-((([1,1'-biphenyl]-3,3',5,5'-tetrayltetrakis(methylene))tetrakis(azanediyl))tetrakis(methylene))tetraphenol